tert-butyl 2-(3-((3'-(5-(2-hydroxyethyl)-4,5,6,7-tetrahydrothiazolo[5,4-c]pyridin-2-yl)-2,2'-dimethyl-[1,1'-biphenyl]-3-yl) oxy) propyl)-2,9-diazaspiro[5.5]undecane-9-carboxylate OCCN1CC2=C(CC1)N=C(S2)C=2C(=C(C=CC2)C2=C(C(=CC=C2)OCCCN2CC1(CCC2)CCN(CC1)C(=O)OC(C)(C)C)C)C